O[C@H](C)C1=NC=2C(=C3C(=NC2)NC=C3)N1CCCC(CNC)CC#N 1-(2-((R)-1-hydroxyethyl)imidazo[4,5-d]Pyrrolo[2,3-b]Pyridin-1(6H)-yl)-6-azaheptan-4-yl-acetonitrile